ClC=1C(N(N=CC1)CC1=NC(=NO1)C[C@H](O)C1=CSC(=C1)Cl)=O (S)-4-chloro-2-((3-(2-(5-chlorothiophen-3-yl)-2-hydroxyethyl)-1,2,4-oxadiazol-5-yl)methyl)pyridazin-3(2H)-one